OC1=C(C(=C(C(=O)OCC2=CC=CC=C2)C(=C1)C)C)C benzyl 4-hydroxy-2,3,6-trimethylbenzoate